FC=1C=C(CC=2C(=C(C(=O)N)C=CC2)I)C=C(C1)F (3,5-difluorobenzyl)-2-iodobenzamide